N-[3-[tert-Butyl(dimethyl)silyl]oxypropyl]-6,7-dichloro-3-(1-tetrahydropyran-2-ylpyrazol-4-yl)-1H-indol-4-amine [Si](C)(C)(C(C)(C)C)OCCCNC=1C=2C(=CNC2C(=C(C1)Cl)Cl)C=1C=NN(C1)C1OCCCC1